C1CCC=C2C=C3C=C4CC=CC=C4C=C3C=C12 dihydro-7H-tetracene